isooctanoyl-(isooctanoic acid) C(CCCCC(C)C)(=O)C(C(=O)O)CCCC(C)C